C(C)N1N=NC2=C1C=C(C=C2)C2=NC(=NC=C2F)NC2C(NC1=C(O2)C(=CC=C1)CN1CCN(CC1)S(=O)(=O)C)=O ((4-(1-ethyl-1H-benzo[d][1,2,3]triazol-6-yl)-5-fluoropyrimidin-2-yl)amino)-8-((4-(methylsulfonyl)piperazin-1-yl)methyl)-2H-benzo[b][1,4]oxazin-3(4H)-one